(6-(4-amino-4-methylpiperidin-1-yl)-2-(benzo[d][1,3]dioxazol-5-yl)imidazo[2,1-b][1,3,4]thiadiazol-5-yl)methanol NC1(CCN(CC1)C=1N=C2SC(=NN2C1CO)C1=CC2=C(ONO2)C=C1)C